(1r,2s,5r)-2-isopropyl-5-methylcyclohexyl (1r,2s,e)-3-((dimethylamino) methylene)-6-methyl-2,4-dioxocyclohexane-1-carboxylate CN(C)\C=C/1\C([C@@H](C(CC1=O)C)C(=O)O[C@H]1[C@@H](CC[C@H](C1)C)C(C)C)=O